6-butyl-2-chloro-N-[2,2-difluorobenzo(d)(1,3)dioxol-4-yl]nicotinamide C(CCC)C1=NC(=C(C(=O)NC2=CC=CC=3OC(OC32)(F)F)C=C1)Cl